BrC1=CC(=CC(=C1)C)C 1-bromo-3,5-dimethylbenzene